2-((1-(4,7-dimethyl-5-oxo-4,5-dihydro-3H-pyrazolo[3,4-c]isoquinolin-9-yl)ethyl)amino)benzoic acid CN1C(C=2C=C(C=C(C2C2=C1NN=C2)C(C)NC2=C(C(=O)O)C=CC=C2)C)=O